C(C1=CC=CC=C1)OC(=O)C1=C(N(C2=C(C=NC(=C2C1)C1CCC1)C)C1=CC=C(C=2CCOC21)C#N)C 4-Cyano-2,3-dihydrobenzofuran-7-yl-5-cyclobutyl-2,8-dimethyl-1,4-dihydro-1,6-naphthyridine-3-carboxylic acid benzyl ester